N-(1-((5-cyanopyridin-2-yl)oxy)-2-methylpropan-2-yl)thieno[3,2-b]pyridine-6-carboxamide C(#N)C=1C=CC(=NC1)OCC(C)(C)NC(=O)C=1C=C2C(=NC1)C=CS2